ClC1=C2C(NC(NC2=CC=C1)=O)=O 5-chloro-2,4(1H,3H)-quinazolinedione